6-(7-(((3S)-3-ethoxy-1-piperidinyl)carbonyl)-2-quinoxalinyl)-2-methyl-1(2H)-isoquinolinone C(C)O[C@@H]1CN(CCC1)C(=O)C1=CC=C2N=CC(=NC2=C1)C=1C=C2C=CN(C(C2=CC1)=O)C